C1(=CC=CC=C1)N1N=C(C=C1)C1=CC=CC=C1 1,3-diphenylpyrazole